N-(2-morpholino-6-(1H-pyrazol-1-yl)-9H-purin-9-yl)-1-(m-tolyl)methanimine O1CCN(CC1)C1=NC(=C2N=CN(C2=N1)N=CC=1C=C(C=CC1)C)N1N=CC=C1